2-(cyclopropylamino)-8-(4-(difluoromethoxy)phenyl)-6-(1-methyl-1H-benzo[d]imidazol-6-yl)pyrido[2,3-d]pyrimidin-7(8H)-one C1(CC1)NC=1N=CC2=C(N1)N(C(C(=C2)C=2C=CC1=C(N(C=N1)C)C2)=O)C2=CC=C(C=C2)OC(F)F